IC=1C=NC(=NC1)NC=1C=NN(C1)C 5-iodo-N-(1-methyl-1H-pyrazol-4-yl)pyrimidine-2-amine